(1R,3aR,7aR)-1-((2R,Z)-6-hydroxy-5,6-dimethylhept-3-en-2-yl)-7a-methylhexahydro-1H-inden-4(2H)-one OC(C(\C=C/[C@@H](C)[C@H]1CC[C@H]2C(CCC[C@]12C)=O)C)(C)C